dibenzo[b,d]furan-4-thiol C1=CC=C(C=2OC3=C(C21)C=CC=C3)S